N1(C=NC=C1)C(=O)OCC=1SC2=C(N1)CCC[C@H]2C (R)-(7-methyl-4,5,6,7-tetrahydrobenzo[d]thiazol-2-yl)methyl 1H-imidazole-1-carboxylate